BrC=1C=C(C=C(C1OC)F)N1CCOCC1 4-(3-bromo-5-fluoro-4-methoxyphenyl)morpholine